triglycerol diisostearat C(CCCCCCCCCCCCCCC(C)C)(=O)O.C(CCCCCCCCCCCCCCC(C)C)(=O)O.OCC(O)CO.OCC(O)CO.OCC(O)CO